2-(methylamino)acetic acid ethyl ester hydrochloride Cl.C(C)OC(CNC)=O